The molecule is the (S)-enantiomer of sarin; the more potent enantiomer of racemic sarin, a nerve agent that is employed as a chemical warfare agent. It has a role as a neurotoxin and an EC 3.1.1.7 (acetylcholinesterase) inhibitor. It is an enantiomer of a (R)-sarin. CC(C)O[P@@](=O)(C)F